3,6-dichloro-N-[2-(5-methyl-1,2,4-oxadiazol-3-yl)ethyl]pyridazine-4-carboxamide ClC=1N=NC(=CC1C(=O)NCCC1=NOC(=N1)C)Cl